FC1=CC=C(CC2=CC3=C(OC[C@@H](N3C(=O)OCC3=CC=CC=C3)C)N=C2C=O)C=C1 benzyl (S)-7-(4-fluorobenzyl)-6-formyl-2-methyl-2,3-dihydro-1H-pyrido[2,3-b][1,4]oxazine-1-carboxylate